[C@H]([C@@H](C(=O)O)O)(C(=O)O)N The molecule is the (3S)-diastereomer of 3-hydroxy-L-aspartic acid. It has a role as a metabolite. It is a conjugate acid of a (3S)-3-hydroxy-L-aspartate(2-) and a (3S)-3-hydroxy-L-aspartate(1-). It is an enantiomer of a (3R)-3-hydroxy-D-aspartic acid.